(3R,4S)-4-amino-piperidine-1,3-dicarboxylic acid 1-tert-butyl 3-ethyl ester C(C)OC(=O)[C@@H]1CN(CC[C@@H]1N)C(=O)OC(C)(C)C